2-[2-[5-[(3-Methyloxetan-3-yl)methoxy]benzimidazol-1-yl]-8-quinolinyl]-2-azaspiro[3.3]heptane-6-amine CC1(COC1)COC1=CC2=C(N(C=N2)C2=NC3=C(C=CC=C3C=C2)N2CC3(C2)CC(C3)N)C=C1